8-(6-benzyl-4-cyano-3-(((S)-1-methylpyrrolidin-2-yl)methoxy)-5,6,7,8-tetrahydro-2,6-naphthyridin-1-yl)-3,8-diazabicyclo[3.2.1]octane-3-carboxylic acid tert-butyl ester C(C)(C)(C)OC(=O)N1CC2CCC(C1)N2C2=NC(=C(C=1CN(CCC21)CC2=CC=CC=C2)C#N)OC[C@H]2N(CCC2)C